2,2',2'',2'''-((2S,5S,8S,11S)-2,5,8,11-tetrakis(4-aminobenzyl)-1,4,7,10-tetraazacyclododecane-1,4,7,10-tetrayl)tetraacetic acid NC1=CC=C(C[C@@H]2N(C[C@@H](N(C[C@@H](N(C[C@@H](N(C2)CC(=O)O)CC2=CC=C(C=C2)N)CC(=O)O)CC2=CC=C(C=C2)N)CC(=O)O)CC2=CC=C(C=C2)N)CC(=O)O)C=C1